2-[[(2S,3s,4s,5r)-3-(3,4-difluoro-2-methoxy-phenyl)-4,5-dimethyl-5-(trifluoromethyl)tetrahydrofuran-2-carbonyl]amino]pyridine-4-carboxamide FC=1C(=C(C=CC1F)[C@H]1[C@H](O[C@]([C@H]1C)(C(F)(F)F)C)C(=O)NC1=NC=CC(=C1)C(=O)N)OC